3-[(1r,3s)-3-methyl-1-(4-methyl-1,2,4-triazol-3-yl)cyclobutyl]phenylimidazo[1,2-a]pyridine-8-carboxamide CC1CC(C1)(C1=NN=CN1C)C=1C=C(C=CC1)C=1N=C2N(C=CC=C2C(=O)N)C1